C1(=CC=CC=C1)NCC(=O)O N-Phenylaminoacetic acid